BrC1=CC=C(C=C1)C(C)NC [1-(4-bromophenyl)ethyl](methyl)amine